pentaceneOne C1(CC=CC2=CC3=CC4=CC5=CC=CC=C5C=C4C=C3C=C12)=O